molybdenum compound with carbon [C].[Mo]